ethyl 4-amino-5-bromo-1-(4-cyanophenyl)-1H-pyrazole-3-carboxylate NC=1C(=NN(C1Br)C1=CC=C(C=C1)C#N)C(=O)OCC